trans-1-methyl-4-(methylvinyl)cyclohexene CC1=CCC(CC1)\C=C\C